tri-phenoxyphosphorus O(C1=CC=CC=C1)P(OC1=CC=CC=C1)OC1=CC=CC=C1